CC1(OCC(CO1)(C)COC(OCC1(COC(OC1)(C)C)C)=O)C bis((2,2,5-trimethyl-1,3-dioxan-5-yl)methyl)carbonate